2-(4-cyclopropyl-6-methoxypyrimidin-5-yl)-8-(3-fluoro-4-(1-methyl-4-(trifluoromethyl)-1H-imidazol-2-yl)benzyl)-7,8-dihydro-6H-pyrimido[5,4-b][1,4]oxazine C1(CC1)C1=NC=NC(=C1C=1N=CC=2OCCN(C2N1)CC1=CC(=C(C=C1)C=1N(C=C(N1)C(F)(F)F)C)F)OC